C(CCCC\C=C/C\C=C/C\C=C/CCCCC)(=O)N[C@@H](CC1=CC=CC=C1)C(=O)O γ-linolenoyl-phenylalanine